2,2-dimethyl-2,3,4,5-tetrahydrobenzo[f][1,4]oxazepine-7-carbonitrile, hydrochloride Cl.CC1(OC2=C(CNC1)C=C(C=C2)C#N)C